[3-(1-amino-4-methylphthalazin-6-yl)-4-(trifluoromethyl)phenyl]boronic acid formate C(=O)O.NC1=NN=C(C2=CC(=CC=C12)C=1C=C(C=CC1C(F)(F)F)B(O)O)C